ClC=1C(=NC=C(C1)OCCOC)N1CCN(CC1)CCNC 2-{4-[3-chloro-5-(2-methoxyethoxy)pyridin-2-yl]piperazin-1-yl}-N-methylethanamine